[N+](=O)([O-])C=1C(=CC2=CC=CC=C2C1)C1=CC2=CC=CC=C2C=C1 3-nitro-2,2'-binaphthyl